CC1=NOC(=C1C=1C=C(C=CC1)[C@H](CC(=O)OCC)NC(=O)NC=1C(N(C(=CC1O)C)C)=O)C ethyl (S)-3-(3-(3,5-dimethylisoxazol-4-yl)phenyl)-3-(3-(4-hydroxy-1,6-dimethyl-2-oxo-1,2-dihydropyridin-3-yl)ureido)propanoate